C[C@@H]1C[C@H](NC1)CONC(=O)[C@H]1N2C(N([C@H](CC1)C2)OS(=O)(=O)O)=O (2S,5R)-N-{[(2S,4R)-4-Methyl-pyrrolidin-2-yl]methyloxy}-7-oxo-6-(sulfooxy)-1,6-diazabicyclo[3.2.1]octane-2-carboxamide